NC1=C(C=C(C=N1)C=1C=NC(=CC1)F)C(=O)N[C@H]1COC[C@@H]1OCC1=CC=C(C=C1)Br 6-amino-N-{(3S,4R)-4-[(4-bromophenyl)methoxy]oxolan-3-yl}-6'-fluoro[3,3'-bipyridine]-5-carboxamide